CC1(C[C@H](N2C(CC(CC12)=O)=O)C(=O)OC)C methyl (3S)-1,1-dimethyl-5,7-dioxooctahydroindolizine-3-carboxylate